C1(CC1)CN1[C@H]2[C@@]3(CC[C@H]([C@H]4[C@@]3(C=3C(=C(C=CC3C2)O)O4)CC1)NC(=O)C1=CC=C4C=CNC4=C1)O 17-Cyclopropylmethyl-3,14β-dihydroxy-4,5α-epoxy-6β-(indole-6-carboxamido)morphinan